6-chloro-N-ethoxy-4-((4-methyl-2-(N-methylethylsulfonamido)phenyl)amino)nicotinAmide ClC1=NC=C(C(=O)NOCC)C(=C1)NC1=C(C=C(C=C1)C)N(S(=O)(=O)CC)C